BrC=1C=C(C=2N(C1)C=C(N2)C(=O)O)[C@H](C)O |o1:13| (S or R)-6-bromo-8-(1-hydroxyethyl)imidazo[1,2-a]pyridine-2-carboxylic acid